tetradecyl-tetramethyl-cyclotetrasiloxane C(CCCCCCCCCCCCC)[Si]1(O[SiH](O[SiH](O[SiH](O1)C)C)C)C